2-(2-((3'-(1-aminoethyl)-2'-fluoro-5-(2-oxa-9-azaspiro[5.5]undecan-9-yl)-[1,1'-biphenyl]-3-yl)methoxy)phenyl)acetic acid NC(C)C=1C(=C(C=CC1)C1=CC(=CC(=C1)N1CCC2(CCCOC2)CC1)COC1=C(C=CC=C1)CC(=O)O)F